CS(=O)(=O)C=1C=CC(=C(C(=O)O)C1)O[C@H](C(F)(F)F)C (S)-5-(methylsulfonyl)-2-((1,1,1-trifluoropropan-2-yl)oxy)benzoic acid